(2-phenylchroman-5-yl)-3,6-dihydropyridine-1(2H)-carboxylic acid tert-butyl ester C(C)(C)(C)OC(=O)N1C(CC=CC1)C1=C2CCC(OC2=CC=C1)C1=CC=CC=C1